C1OCC12CN(C2)CC=2C(=C(C=CC2)NC=2C(=C(C=CC2)C2=NC=CC(=C2Cl)C2=NC(=C(C=C2)CNC[C@H]2CCC(N2)=O)OC)Cl)F (R)-5-((((2'-(3-((3-((2-oxa-6-azaspiro[3.3]heptan-6-yl)methyl)-2-fluorophenyl)amino)-2-chlorophenyl)-3'-chloro-6-methoxy-[2,4'-bipyridin]-5-yl)methyl)amino)methyl)pyrrolidin-2-one